ClC=1C=C(C=CC1C(F)(F)F)NC(=O)C1[C@H]2CC[C@H]1CC1=NC(NC=C12)=O (5R,8S)-N-(3-chloro-4-(trifluoromethyl)phenyl)-2-oxo-3,5,6,7,8,9-hexahydro-2H-5,8-methanocyclohepta[d]pyrimidine-10-carboxamide